(S)-2-(3-Aminopiperidin-1-yl)-1-((5-cyanopyridin-2-yl)methyl)-1H-benzo[d]imidazol-6-carbonitril N[C@@H]1CN(CCC1)C1=NC2=C(N1CC1=NC=C(C=C1)C#N)C=C(C=C2)C#N